ClC1=C(C=2CC[C@H]3N(C2N=C1)CCNC3)CCC(F)(F)F (R)-3-chloro-4-(3,3,3-trifluoropropyl)-6,6a,7,8,9,10-hexahydro-5H-pyrazino[1,2-a][1,8]naphthyridine